1-(4-methoxyphenyl)-2-(2-methoxyphenyl)-propane-1,3-diol COC1=CC=C(C=C1)C(C(CO)C1=C(C=CC=C1)OC)O